ClC(Cl)C1=CC=CC=C1 (Dichloromethyl)benzol